Cl.Cl.C(C)S(=O)(=O)N[C@@H]1[C@@H](NCC1(F)F)CC=1C(=C(OC2=C(C=CC(=N2)NCC(=O)O)C)C=CC1)F N-{6-[3-({(2S,3R)-3-[(ethanesulfonyl)amino]-4,4-difluoropyrrolidin-2-yl}methyl)-2-fluorophenoxy]-5-methylpyridin-2-yl}glycine dihydrochloride